Cl.NC(C(CO)(F)F)C 3-amino-2,2-difluorobutane-1-ol hydrochloride